vanadium-molybdenum phosphoric acid P(O)(O)(O)=O.[Mo].[V]